C(C1=CC=CC=C1)OC(=O)NC1=CC(=C(C=C1)C1CCN(CC1)C(CC1(CCN(CC1)C(=O)OC(C)(C)C)O)=O)F tert-butyl 4-(2-(4-(4-(((benzyloxy)carbonyl)amino)-2-fluorophenyl)piperidin-1-yl)-2-oxoethyl)-4-hydroxypiperidine-1-carboxylate